C1(CC1)C1=CC=C(C=C1)S(=O)(=O)Cl 4-cyclopropylbenzene-1-sulfonyl chloride